tert-Butyl-4-(2-chloro-2-oxoethyl)benzoic acid C(C)(C)(C)C1=C(C(=O)O)C=CC(=C1)CC(=O)Cl